tert-butyl (cis-2-aminocyclohexyl)(methyl)carbamate N[C@@H]1[C@@H](CCCC1)N(C(OC(C)(C)C)=O)C